C(C1=CC=CC=C1)(=O)OC[C@@H](O)[C@@H](O)[C@H](O)[C@H](O)COC(C1=CC=CC=C1)=O 1,6-di-O-benzoylmannitol